BrC1=CC2=C(S1)C1(CC(N(CC1)C(C(F)(F)F)=O)C=1N=NN(C1)C)OCC2 1-[2-bromo-2'-(1-methyltriazol-4-yl)spiro[4,5-dihydrothieno[2,3-c]pyran-7,4-piperidine]-1'-yl]-2,2,2-trifluoro-ethanone